ClC=1C=C(C=CC1C)NC(=O)C1=CC(=CC=2NC(=NC21)COC)NC(=O)C2=C(C=CC=C2)C(F)(F)F N-(3-chloro-4-methylphenyl)-2-(methoxymethyl)-6-({[2-(trifluoromethyl)phenyl]carbonyl}amino)-1H-benzimidazole-4-carboxamide